[(2'S,6'S,7S)-2-chloro-6'-methyl-spiro[4,5-dihydrothieno[2,3-c]pyran-7,4'-piperidine]-2'-yl]methyl benzoate C(C1=CC=CC=C1)(=O)OC[C@H]1N[C@H](C[C@@]2(C1)OCCC1=C2SC(=C1)Cl)C